(±)-N-(1-methyl-2-oxo-8-((4-(pyridin-4-yl)piperazin-1-yl)methyl)-2,3,4,5-tetrahydro-1H-benzo[b]azepin-3-yl)-4-phenylpyrimidine-2-carboxamide CN1C2=C(CC[C@H](C1=O)NC(=O)C1=NC=CC(=N1)C1=CC=CC=C1)C=CC(=C2)CN2CCN(CC2)C2=CC=NC=C2 |r|